5-(2,4-dichloropyrimidin-5-yl)-4-methyloxazole ClC1=NC=C(C(=N1)Cl)C1=C(N=CO1)C